8-bromo-2-chloro-4-methoxy-6-methyl-quinazoline BrC=1C=C(C=C2C(=NC(=NC12)Cl)OC)C